2-((2-oxo-4-(o-tolyl)-2H-chromen-7-yl)amino)acetonitrile O=C1OC2=CC(=CC=C2C(=C1)C1=C(C=CC=C1)C)NCC#N